C[N+](C)(C)C.CC1=CC=C(C=C1)S(=O)(=O)[O-] p-toluenesulfonic acid, tetramethylammonium salt